4,6-Dichloro-N-(2,3-dihydro-1H-inden-2-yl)pyridineamide ClC1=CC(=NC(=C1)Cl)C(=O)NC1CC2=CC=CC=C2C1